(5-(5-(1-methyl-1,2,3,6-tetrahydropyridin-4-yl)-1H-pyrrolo[2,3-b]pyridin-3-yl)pyrazolo[1,5-a]pyridin-3-yl)(4-methylpiperazin-1-yl)methanone CN1CCC(=CC1)C=1C=C2C(=NC1)NC=C2C2=CC=1N(C=C2)N=CC1C(=O)N1CCN(CC1)C